3-((4-(5-chloro-3-methyl-2-(((R)-morpholin-2-yl)methyl)phenyl)pyrrolo[2,1-f][1,2,4]triazin-6-yl)methyl)-6,6-dimethyl-3-azabicyclo[3.1.0]hexane-2,4-dione ClC=1C=C(C(=C(C1)C1=NC=NN2C1=CC(=C2)CN2C(C1C(C1C2=O)(C)C)=O)C[C@@H]2CNCCO2)C